9-{1-[2-(4-fluorophenyl)ethyl]-1H-indol-5-yl}-3,4,6,7,8,9-hexahydropyrido[2,1-c][1,2,4]thiadiazine 2,2-dioxide FC1=CC=C(C=C1)CCN1C=CC2=CC(=CC=C12)C1CCCN2C1=NS(CC2)(=O)=O